N-(5-(3-Chloropropyl)-10-(2,6-dimethoxyphenyl)-7-(dimethylamino)-5-methyldibenzo[b,e]silin-3(5H)-ylidene)-N-methylmethanaminium ClCCC[Si]1(C=2C(=C(C3=C1C=C(C=C3)N(C)C)C3=C(C=CC=C3OC)OC)C=CC(C2)=[N+](C)C)C